4-(4-amino-7-bromo-2-{4-[(2-fluoroacrylamido)]phenyl}-1-methylpyrrolo[3,2-c]pyridin-3-yl)-2-fluoro-N-(trideuteriomethyl)benzamide NC1=NC=C(C2=C1C(=C(N2C)C2=CC=C(C=C2)NC(C(=C)F)=O)C2=CC(=C(C(=O)NC([2H])([2H])[2H])C=C2)F)Br